C(C)(C)C1=C(NC2=CC=C(C=C12)C1CCN(CC1)CC1=NN(C=N1)C)C=1C=C(C(N(C1)C)=O)C 5-(3-isopropyl-5-(1-((1-methyl-1H-1,2,4-triazol-3-yl)methyl)piperidin-4-yl)-1H-indol-2-yl)-1,3-dimethylpyridin-2(1H)-one